4-(6,6-dimethyl-4-oxo-3-(trifluoromethyl)-4,5,6,7-tetrahydro-1H-indazol-1-yl)-2-(((1R,4R)-4-hydroxycyclohexyl)amino)benzamide CC1(CC2=C(C(=O)C1)C(=NN2C3=CC(=C(C=C3)C(=O)N)NC4CCC(CC4)O)C(F)(F)F)C